(7R)-3-cyclopropyl-7-[[6-(5-methyl-1,3,4-oxadiazol-2-yl)pyridin-3-yl]amino]-N-(2-methylpropyl)-6,7,8,9-tetrahydrobenzo[g]isoquinoline-5-sulfonamide C1(CC1)C=1N=CC=2C=C3C(=C(C2C1)S(=O)(=O)NCC(C)C)C[C@@H](CC3)NC=3C=NC(=CC3)C=3OC(=NN3)C